(cyclobutoxy)-2-(1-methyl-2-oxabicyclo[2.2.2]oct-4-yl)indazole-5-carboxylic acid C1(CCC1)OC=1N(N=C2C=CC(=CC12)C(=O)O)C12COC(CC1)(CC2)C